[1,4]dioxin O1C=COC=C1